C[Si](OCCC=C(C(=O)O)C)(C)C.C(C(=C)C)(=O)CO[Si](OC)(OC)CC methacryloyl-ethyltrimethoxysilane (2-Trimethylsilyloxyethyl 2-methylprop-2-enoate)